7-fluoro-6-methoxy-3-((3-oxo-3-((1-(2,2,2-trifluoroethyl)pyrroline-3-yl)oxy)propyl)amino)benzo[e][1,2,4]triazine-1,4-dioxide FC1=CC2=C([N+](=C(N=[N+]2[O-])NCCC(OC2=CN(CC2)CC(F)(F)F)=O)[O-])C=C1OC